ClC1=C(C=CC=C1F)C1=CC=CC2=C1NC(=NS2(=O)=O)NCCCF 5-(2-chloro-3-fluorophenyl)-3-((3-fluoropropyl)amino)-4H-benzo[e][1,2,4]thiadiazine 1,1-dioxide